3-(benzyl-oxy)butanoic acid C(C1=CC=CC=C1)OC(CC(=O)O)C